acetic acid 1-((4-(azetidin-3-yl) naphthalen-1-yl) methyl)-3-methylazetidin-3-yl ester N1CC(C1)C1=CC=C(C2=CC=CC=C12)CN1CC(C1)(C)OC(C)=O